ClC1=C(C(=O)N(CCC2CC2)C2CC2)C=C(C=N1)C=1C=NN(C1)C1=C(C=C(C=C1Cl)C(C(F)(F)F)(C(F)(F)F)F)Cl 2-chloro-N-cyclopropyl-N-(2-cyclopropylethyl)-5-(1-(2,6-dichloro-4-(perfluoropropan-2-yl)phenyl)-1H-pyrazol-4-yl)nicotinamide